O=C1N(C(C2=C(C=CC=C12)F)=O)C1C(NC(CC1)=O)=O 1,3-dioxo-2-(2,6-dioxopiperidin-3-yl)-4-fluoroIsoindoline